1,4-Dioxa-7-azaspiro[4.5]decane O1CCOC12CNCCC2